2-[2-Allyloxyethyl(diethyl)ammonio]ethyl hydrogen phosphate P(=O)(OCC[N+](CC)(CC)CCOCC=C)(O)[O-]